COCOC1=C(C(=CC(=C1)OC(F)(F)F)C)B1OC(C(O1)(C)C)(C)C 2-[2-(methoxymethoxy)-6-methyl-4-(trifluoromethoxy)phenyl]-4,4,5,5-tetramethyl-1,3,2-dioxaborolane